8-chloro-N-(2-chloropyridin-4-yl)cinnolin-4-amine ClC=1C=CC=C2C(=CN=NC12)NC1=CC(=NC=C1)Cl